CC1OCCC(S1)CCC 2-methyl-4-propyl-1,3-oxathian